(n-propyl)phenyldi(n-propoxy)silane C(CC)[Si](OCCC)(OCCC)C1=CC=CC=C1